(5'S,7a'R)-5'-(2,5-difluorophenyl)tetrahydro-3'H-spiro[piperidine-4,2'-pyrrolo[2,1-b]oxazol]-3'-one FC1=C(C=C(C=C1)F)[C@@H]1CC[C@H]2OC3(C(N21)=O)CCNCC3